NC[C@H](CC1=CC(=CC=C1)F)NC(=O)C=1SC(=C(C1)C1=C(C=NN1C)Cl)Cl N-((1S)-2-amino-1-[(3-fluorophenyl)methyl]ethyl)-5-chloro-4-(4-chloro-1-methyl-1H-pyrazol-5-yl)-2-thiophenecarboxamide